6,6-Dimethyl-8-(3-methyl-oxetan-3-ylmethoxy)-6H-benzo[b]naphtho[2,3-d]furan-11-one CC1(C2=CC(=CC=C2C(C=2C3=C(OC21)C=CC=C3)=O)OCC3(COC3)C)C